C(C)(=O)N1CCN(CC1)C1CCN(CC1)C1=C(C=C(C(=C1)OC)NC1=NC=NC(=C1)N1OCC[C@@H]1C1=CC(=C(C=C1)F)Cl)NC(C=C)=O N-(2-(4-(4-acetylpiperazine-1-yl)piperidine-1-yl)-5-((6-((R)-3-(3-chloro-4-fluorophenyl)isoxazolidine-2-yl)pyrimidine-4-yl)amino)-4-methoxyphenyl)acrylamide